BrC1=C(C(=O)N[C@@H](CCOC2CC(C2)CCC2=NC=3NCCCC3C=C2)C(=O)O)C(=CN=C1)F N-(3-bromo-5-fluoroisonicotinoyl)-O-((1R,3R)-3-(2-(5,6,7,8-tetrahydro-1,8-naphthyridin-2-yl)ethyl)cyclobutyl)-L-homoserine